ethyl (E)-3-[4-[[2,4-bis(trifluoromethyl)phenoxy]methyl]-3-methoxy-phenyl]prop-2-enoate FC(C1=C(OCC2=C(C=C(C=C2)/C=C/C(=O)OCC)OC)C=CC(=C1)C(F)(F)F)(F)F